4-(((tert-Butoxycarbonyl)amino)methyl)tetrahydro-2H-pyran-4-carboxylic acid C(C)(C)(C)OC(=O)NCC1(CCOCC1)C(=O)O